C=CCCCCCCC nonaen